(3S)-5-(6-benzyloxy-3-fluoro-2-pyridinyl)-6-chloro-3-methyl-7-(trifluoromethyl)-1,3-dihydro-1,4-benzodiazepine-2-Imine C(C1=CC=CC=C1)OC1=CC=C(C(=N1)C1=N[C@H](C(NC2=C1C(=C(C=C2)C(F)(F)F)Cl)=N)C)F